Boc-4-fluoro-4-(hydroxymethyl)piperidine C(=O)(OC(C)(C)C)N1CCC(CC1)(CO)F